ClC1=C(C(=CC(=C1)\C=C\C)OC)CC(=O)N(C)C1(CCC(CC1)C)C 2-{2-Chloro-6-methoxy-4-[(1E)-prop-1-en-1-yl]phenyl}-N-(1,4-dimethylcyclohexyl)-N-methylacetamid